(2S)-4-(cyclopentylsulfonyl)-N-{[4-(3-chloro-4-fluorobenzyl)morpholin-2-yl]methyl}butylamide C1(CCCC1)S(=O)(=O)CCCC[N-]C[C@H]1CN(CCO1)CC1=CC(=C(C=C1)F)Cl